N1C=CC2=CC(=CC=C12)[C@@H]1N(C[C@H](CC1)C)C(C(=O)NC1=NC=CC=C1C(=O)N)=O [[2-[(2R,5S)-2-(1H-indol-5-yl)-5-methyl-1-piperidyl]-2-oxo-acetyl]amino]pyridine-3-carboxamide